(3-chlorophenyl)(1-(3-chlorophenyl)cyclopropyl)methanol ClC=1C=C(C=CC1)C(O)C1(CC1)C1=CC(=CC=C1)Cl